1-(3-(4-Methoxyphenyl)-1,2,4-oxadiazol-5-yl)-N-((1-(Pyridin-2-ylmethyl)pyrrolidin-3-yl)methyl)piperidin-4-carboxamid COC1=CC=C(C=C1)C1=NOC(=N1)N1CCC(CC1)C(=O)NCC1CN(CC1)CC1=NC=CC=C1